N1=CC(=CC=C1)C1=NC=2N(C=C1)N=CC2C(=O)N 5-pyridin-3-ylpyrazolo[1,5-a]pyrimidine-3-carboxamide